ClC1=C2N=CN(C2=NC(=N1)N)CC1=C(C=C(C=C1F)[N+](=O)[O-])F 6-chloro-9-[(2,6-difluoro-4-nitro-phenyl)methyl]Purine-2-amine